[Si](C)(C)(C(C)(C)C)O[C@H]1CN(C[C@@H]1O[Si](C)(C)C(C)(C)C)C1=NC(=CC=C1N[C@H](C)C=1C=C(C=C2C(C(=C(OC12)C=1C=NC=CC1)C)=O)C)Cl 8-[(1R)-1-[[2-[(3S,4S)-3,4-Bis[[tert-butyl(dimethyl)silyl]oxy]pyrrolidin-1-yl]-6-chloro-3-pyridyl]amino]ethyl]-3,6-dimethyl-2-(3-pyridyl)chromen-4-one